OC=1C(=C2CCC(OC2=C(C1C)C)(C(=O)N)C)C 6-hydroxy-2,5,7,8-tetramethyl-chroman-2-carboxamide